CNC(C1=NC(=C(C=C1)N1CCN(CC1)CC1=CC=2NC(N(C(C2S1)=O)C)=O)C(F)(F)F)=O N-methyl-5-(4-((3-methyl-2,4-dioxo-1,2,3,4-tetrahydrothieno[3,2-d]pyrimidin-6-yl)methyl)piperazin-1-yl)-6-(trifluoromethyl)picolinamide